FC1=C2C(C3=C(SC(=C3)CCCCCC)C2=C(C=2C(C3=C(SC(=C3)CCCCCC)C12)=C(C#N)C#N)F)=C(C#N)C#N 2,2'-(5,10-difluoro-2,7-dihexyl-s-indaceno[1,2-b:5,6-b']dithiophene-4,9-diylidene)dimalononitrile